Phenethyl-1,2-epoxypropyl ether C(CC1=CC=CC=C1)OC1C(C)O1